(R)-4-(3-(4-fluorophenyl)-4-(pyridin-4-yl)isoxazol-5-yl)dihydrofuran-2(3H)-one FC1=CC=C(C=C1)C1=NOC(=C1C1=CC=NC=C1)[C@@H]1CC(OC1)=O